5-CHLORO-2-HYDROXY-4-METHYL-BENZALDEHYDE ClC=1C(=CC(=C(C=O)C1)O)C